tert-butyl 3-(5-(3-((cyclopropylmethylamino)(m-tolyl)methyl)phenyl carbamoyl)-3-(trifluoromethyl)-1H-pyrazol-1-yl)benzylcarbamate C1(CC1)CNC(C=1C=C(C=CC1)NC(=O)C1=CC(=NN1C=1C=C(CNC(OC(C)(C)C)=O)C=CC1)C(F)(F)F)C=1C=C(C=CC1)C